The molecule is a hydroxycoumarin that is novobiocin lacking the 3-O-carbamoyl and 4-O-methyl groups from the hexose ring. It has a role as a metabolite. It is a member of benzamides, a hexoside, a hydroxycoumarin and a monosaccharide derivative. It is a conjugate acid of a desmethyldescarbamoylnovobiocin(1-). CC1=C(C=CC2=C1OC(=O)C(=C2O)NC(=O)C3=CC(=C(C=C3)O)CC=C(C)C)O[C@H]4[C@@H]([C@@H]([C@H](C(O4)(C)C)O)O)O